N-[(1S)-1-(2-pyridyl)ethyl]-8-[4-(trifluoromethyl)phenoxy]quinoline-3-carboxamide N1=C(C=CC=C1)[C@H](C)NC(=O)C=1C=NC2=C(C=CC=C2C1)OC1=CC=C(C=C1)C(F)(F)F